1,1'-(3,3'-dipropyl[1,1'-biphenyl]-4,4'-diyl)bis{1-amino-4-[(E)-diazenyl]naphthalene-2-sulfonic acid} C(CC)C=1C=C(C=CC1C1(C(C=C(C2=CC=CC=C12)\N=N\[H])S(=O)(=O)O)N)C1=CC(=C(C=C1)C1(C(C=C(C2=CC=CC=C12)\N=N\[H])S(=O)(=O)O)N)CCC